3-ACETYL-4-METHYL-2-PYRROLECARBOXYLIC ACID C(C)(=O)C1=C(NC=C1C)C(=O)O